3-Cyclopentyl-1-{2-[(4-methanesulfonylphenyl)amino]-5-[2-(triisopropylsilyl)ethynyl]pyrido[2,3-d]pyrimidin-7-yl}urea C1(CCCC1)NC(NC=1C=C(C2=C(N=C(N=C2)NC2=CC=C(C=C2)S(=O)(=O)C)N1)C#C[Si](C(C)C)(C(C)C)C(C)C)=O